COC1=CC=C(CNN2CCN(CC2)C=2SC3=C(C(N2)=O)C=C(C=C3[N+](=O)[O-])C(F)(F)F)C=C1 (4-((4-methoxybenzyl)amino)piperazin-1-yl)-8-nitro-6-(trifluoromethyl)-4H-benzo[e][1,3]thiazin-4-one